C1(=CC=CC=C1)C=1C=C(C=C(C1O)C1=CC=CC=C1)C1(CC(CC(C1)C)(C)C)C1=CC(=C(C(=C1)C1=CC=CC=C1)O)C1=CC=CC=C1 1,1-bis(3,5-diphenyl-4-hydroxyphenyl)-3,3,5-trimethyl-Cyclohexane